ClC=1C=CC=2C(=C3N(C2C1C=1C(=NN(C1C)C)C)C(C(NC3=O)C)C)CCCOC3=CC(=C(C(=C3)C)Cl)C 7-chloro-10-(3-(4-chloro-3,5-dimethylphenoxy)propyl)-3,4-dimethyl-6-(1,3,5-trimethyl-1H-pyrazol-4-yl)-3,4-dihydropyrazino[1,2-a]indol-1(2H)-one